N1=CC=CC2=CC=CC(=C12)C(C)=O 1-(quinolin-8-yl)ethanone